N-(3-(3-phenylimidazo[1,2-a]pyridin-6-yl)phenyl)acetamide C1(=CC=CC=C1)C1=CN=C2N1C=C(C=C2)C=2C=C(C=CC2)NC(C)=O